FC1=C(CNC(C2=C(N=C(C=C2)C)OC)=O)C=C(C=C1)OC N-(2-fluoro-5-methoxybenzyl)-2-methoxy-6-methylnicotinamide